O1C(=NN=C1)C1=CC2=CN(C=C2C=C1)CC=1OC=C(C(C1)=O)OCC1CCN(CC1)CC1=NC=CC=N1 2-((5-(1,3,4-Oxadiazol-2-yl)-2H-isoindol-2-yl)methyl)-5-((1-(pyrimidin-2-yl-methyl)piperidin-4-yl)methoxy)-4H-pyran-4-one